F[Sb-](F)(F)(F)(F)F.ClC1=C(C=CC(=C1)C(C1=CC=CC=C1)=O)SC1=CC=C(C=C1)[S+](C1=CC=C(C=C1)F)C1=CC=C(C=C1)F 4-(2-chloro-4-benzoylphenylthio)phenylbis(4-fluorophenyl)sulfonium hexafluoroantimonate